(1-acetyl-4-(methoxy-d3) piperidin-4-yl)-5-chloro-1,7-dimethyl-2-oxo-1,2-dihydro-1,6-naphthyridin-8-yl triflate O(S(=O)(=O)C(F)(F)F)C=1C(=NC(=C2C=C(C(N(C12)C)=O)C1(CCN(CC1)C(C)=O)OC([2H])([2H])[2H])Cl)C